3-amino-2-isopropyl-4-((2,3,5-trifluorophenyl)amino)benzoic acid methyl ester COC(C1=C(C(=C(C=C1)NC1=C(C(=CC(=C1)F)F)F)N)C(C)C)=O